O1CCN(CC1)C(C[C@H](C(N[C@@H](CC)B1OC(C(O1)(C)C)(C)C)=O)NC(=O)C1=NC=CN=C1)=O N-((R)-4-morpholino-1,4-dioxo-1-(((R)-1-(4,4,5,5-tetramethyl-1,3,2-dioxaborolan-2-yl)propyl)amino)butan-2-yl)pyrazine-2-carboxamide